CC1(COC1)NC(=O)C1=CC2=NC(=CC(=C2S1)N1CCOCC1)N1N=C(C=C1)C=1C=C(C=CC1)C N-(3-methyloxetan-3-yl)-7-morpholino-5-(3-(m-tolyl)-1H-pyrazol-1-yl)thieno[3,2-b]pyridine-2-carboxamide